CC1=CC=C(C=C1)S(=O)(=O)OC1C(N(CC1)C1CCN(CC1)C1=NC=C(C=N1)C(F)(F)F)=O 2-oxo-1-(1-(5-(trifluoromethyl)pyrimidin-2-yl)piperidin-4-yl)pyrrolidin-3-yl 4-methylbenzenesulfonate